(R)-N-(1-(2-fluorophenyl)ethyl)-6-(1H-pyrrolo[2,3-b]pyridin-3-yl)quinazolin-4-amine FC1=C(C=CC=C1)[C@@H](C)NC1=NC=NC2=CC=C(C=C12)C1=CNC2=NC=CC=C21